ClC=1C=C2C(=NC1OC)C(=C(N2C)C2=NN=C(N2)[C@H](COC)OC)C=2C=NNC2 (R)-6-chloro-2-(5-(1,2-dimeth-oxyethyl)-4H-1,2,4-triazol-3-yl)-5-methoxy-1-methyl-3-(1H-pyrazol-4-yl)-1H-pyrrolo[3,2-b]pyridine